CN(CC(=O)NCCCCCC)C 2-(dimethylamino)-N-hexyl-acetamide